3,3-dimethoxypropane COC(CC)OC